Monoglycidyl phenyl ether C1(=CC=CC=C1)OCC1CO1